N-methylmethanimine CN=C